tert-butyl-[3-(2-cyclopropylimidazol-1-yl)cyclobutoxy]-dimethyl-silane C(C)(C)(C)[Si](C)(C)OC1CC(C1)N1C(=NC=C1)C1CC1